8-azido-adenosine N(=[N+]=[N-])C=1N([C@H]2[C@H](O)[C@H](O)[C@@H](CO)O2)C=2N=CN=C(C2N1)N